CON(C(=O)C1CC(CC1)C1=NNC=C1)C N-methoxy-N-methyl-3-(1H-pyrazol-3-yl)cyclopentane-1-carboxamide